ethyl((4-(((2S,4R)-2-methyl-1-propionyl-1,2,3,4-tetrahydroquinolin-4-yl)amino)phenyl)carbamoyl)glycinate C(C)N(CC(=O)[O-])C(NC1=CC=C(C=C1)N[C@@H]1C[C@@H](N(C2=CC=CC=C12)C(CC)=O)C)=O